(2S)-2-amino-5-formylnonanoic acid N[C@H](C(=O)O)CCC(CCCC)C=O